C(CCCCCCC)(=O)[O-].[Cr+3].C(CCCCCCC)(=O)[O-].C(CCCCCCC)(=O)[O-] chromium (iii) octanoate